[NH2+]1CCCC12CCCC2 Azoniaspiro[4.4]nonane